C(C)(C)C1SC=2C(C3=CC=CC=C3CC2C=C1)=O 2-isopropyl-thia-anthrone